4-(2-hydroxy-prop-2-yl)-N-((5-(imidazo[1,2-a]pyridin-6-yl)-2,3-dihydro-1H-inden-4-yl)carbamoyl)thiophene-2-sulfonamide OC(C)(C)C=1C=C(SC1)S(=O)(=O)NC(NC1=C2CCCC2=CC=C1C=1C=CC=2N(C1)C=CN2)=O